CC=1N=CC2=C(N1)N(C(C(=C2)N2CCNCC2)=O)CC2=NC=CC=C2C(F)(F)F 2-methyl-6-(piperazin-1-yl)-8-((3-(trifluoromethyl)pyridin-2-yl)methyl)pyrido[2,3-d]pyrimidin-7(8H)-one